BrCC1=CC(=CC=C1)C(F)F 1-(bromomethyl)-3-(difluoromethyl)benzene